(S)-4-((2-acetamidoethyl) (4-(5,6,7,8-tetrahydro-1,8-naphthyridin-2-yl) butyl) amino)-2-aminobutyrate C(C)(=O)NCCN(CC[C@@H](C(=O)[O-])N)CCCCC1=NC=2NCCCC2C=C1